C(CCC)C1=C(C(=O)C(S(=O)(=O)O)(C(C2=CC=CC=C2)=O)OC)C=CC=C1 butyl-methoxydibenzoyl-methanesulfonic acid